ClC1=C(C(=CC=C1)F)C(=NO)Cl 2-Chloro-6-fluoro-N-hydroxybenzene-1-carbonimidoyl chloride